benzyl (2-(2-(4-fluoro-2-methylphenyl)-6-(1,1,1-trifluoro-2-hydroxy-3-(1'-methyl-1'H-[1,3'-bipyrazole]-5'-carboxamido)propan-2-yl)pyridin-4-yl)propan-2-yl)carbamate FC1=CC(=C(C=C1)C1=NC(=CC(=C1)C(C)(C)NC(OCC1=CC=CC=C1)=O)C(C(F)(F)F)(CNC(=O)C1=CC(=NN1C)N1N=CC=C1)O)C